C(C)C(C(=O)O)=C ethyl-propenoic acid